C1(=CC=CC=C1)N1CCN(CCN(CCN(CCN(CCN(CC1)C1=CC=CC=C1)C1=CC=CC=C1)C1=CC=CC=C1)C1=CC=CC=C1)C1=CC=CC=C1 1,4,7,10,13,16-hexaphenyl-1,4,7,10,13,16-hexaazacyclooctadecane